C(C)(C)N1N=NC2=C1C=CC(=C2)C2=NOC(=N2)C2=C(C=CC=C2)OC(F)(F)F 3-(1-isopropyl-1H-benzo[d][1,2,3]triazol-5-yl)-5-(2-(trifluoromethoxy)phenyl)-1,2,4-oxadiazole